FC(CC1=CC(=C(C=C1OC)CC(CC)N1C(C2=CC=CC=C2C1=O)=O)OC)(C)F 2-(1-(4-(2,2-difluoropropyl)-2,5-dimethoxyphenyl)butan-2-yl)isoindoline-1,3-dione